tert-butyl 4-((4-(2-acetyl-7-(7-(difluoromethyl)-6-(1-methyl-1H-pyrazol-4-yl)-3,4-dihydroquinolin-1(2H)-yl)isoindol-5-yl)piperidin-1-yl)methyl)piperidine-1-carboxylate C(C)(=O)N1C=C2C(=CC(=CC2=C1)C1CCN(CC1)CC1CCN(CC1)C(=O)OC(C)(C)C)N1CCCC2=CC(=C(C=C12)C(F)F)C=1C=NN(C1)C